NC1=CC2=C(CCO2)C=C1C(=O)O 6-Amino-2,3-dihydrobenzofuran-5-carboxylic acid